(R)-5-(hydroxymethyl)-3-methyl-oxazolidin-2-one OC[C@H]1CN(C(O1)=O)C